5-[(3,4-diisopropylphenethylthio)methyl]oxazol-2(3H)-one C(C)(C)C=1C=C(CCSCC2=CNC(O2)=O)C=CC1C(C)C